6-[3-chloro-6-(4-chloro-1H-1,2,3-triazol-1-yl)-2-fluorophenyl]pyrimidin-4-ol hydrobromide Br.ClC=1C(=C(C(=CC1)N1N=NC(=C1)Cl)C1=CC(=NC=N1)O)F